BrC1=C(C=C(C=C1)C=1C=C(C=2C(N1)=CN(N2)C)OC)OCOC 5-(4-bromo-3-(methoxymethoxy)phenyl)-7-methoxy-2-methyl-2H-pyrazolo[4,3-B]pyridine